ClC1=C(C=CC(=C1I)F)NS(=O)(=O)C1=CC=CC=C1 N-(2-chloro-4-fluoro-3-iodophenyl)-benzenesulfonamide